C(C1=CC=CC=C1)C1=CC=C(S1)B([O-])[O-] 5-benzylthiophen-2-ylboronate